NCCOC1=CC=C(C=C1)[C@@H]1C=2C=CC(=CC2CC[C@@H]1C1=CC=CC=C1)O (5R,6S)-5-(4-(2-aminoethoxy)phenyl)-6-phenyl-5,6,7,8-tetrahydronaphthalen-2-ol